The molecule is a nucleotide-sugar oxoanion obtained by deprotonation of carboxy and phosphate groups of CMP-N,N-diacetyllegionaminate; major species at pH 7.3. It is a conjugate base of a CMP-N,N-diacetyllegionaminic acid. C[C@H]([C@H]([C@H]1[C@@H]([C@H](C[C@](O1)(C(=O)[O-])OP(=O)([O-])OC[C@@H]2[C@H]([C@H]([C@@H](O2)N3C=CC(=NC3=O)N)O)O)O)NC(=O)C)NC(=O)C)O